tert-butyl (2S,3R)-2-{[3'-(difluoromethyl)-2-fluoro[1,1'-biphenyl]-3-yl]methyl}-3-[(ethanesulfonyl)amino]-4,4-difluoropyrrolidine-1-carboxylate FC(C=1C=C(C=CC1)C1=C(C(=CC=C1)C[C@@H]1N(CC([C@@H]1NS(=O)(=O)CC)(F)F)C(=O)OC(C)(C)C)F)F